ClC1=CC(=NC=C1)NC1=NN(C2=C1C=NC=C2)CC(F)(F)F 3-[(4-chloro-2-pyridyl)amino]-1-(2,2,2-trifluoroethyl)pyrazolo[4,3-c]pyridin